C(C)(C)N1N=C(C=2C(C(C3=C(C12)C=CC=C3)=O)=O)OC 1-isopropyl-3-methoxy-1H-benzo[g]indazole-4,5-dione